CN1CC(C1)(C)[C@@](C=1C=C(C=NC1)C1=NOC(=N1)C1CC(NC1)=O)(C1=CC=C(C=C1)C(C)C)O 4-(3-{5-[(R)-(1,3-dimethyl-azetidin-3-yl)-hydroxy-(4-isopropyl-phenyl)-methyl]-pyridin-3-yl}-[1,2,4]Oxadiazol-5-yl)-pyrrolidin-2-one